3,5-di(tert-butyl)-4-hydroxy-phenyl-propionyl chloride C(C)(C)(C)C=1C=C(C=C(C1O)C(C)(C)C)CCC(=O)Cl